[Cl-].C(C)[N+](CC)(CCO)CCCCCCCCCCCCCCCCCC N,N-diethyl-octadecyl-hydroxyethyl-ammonium chloride